[2-(4-chlorophenyl)-4,4-dimethylcyclohex-1-en-1-yl]methyl(piperazin-1-yl)-2-(1H-indol-5-yloxy)-N-[(3-nitro-4-{[(3S)-tetrahydro-2H-pyran-3-ylmethyl]amino}phenyl)sulfonyl]benzamide ClC1=CC=C(C=C1)C1=C(CCC(C1)(C)C)C=1C(=C(C(=C(C(=O)NS(=O)(=O)C2=CC(=C(C=C2)NC[C@H]2COCCC2)[N+](=O)[O-])C1)OC=1C=C2C=CNC2=CC1)N1CCNCC1)C